C(C)(C)(C)P(C1(C(C1)(C1=CC=CC=C1)C1=CC=CC=C1)C)C(C)(C)C di-tert-butyl(1-methyl-2,2-diphenylcyclopropyl)phosphine